(3-Oxabicyclo[3.1.0]hexane-6-yl)methanol C12COCC2C1CO